5-bromo-N-(4-methoxybenzyl)-N-methyl-6-((3-(pentafluoro-λ6-sulfanyl)phenyl)amino)pyridine-3-sulfonamide BrC=1C=C(C=NC1NC1=CC(=CC=C1)S(F)(F)(F)(F)F)S(=O)(=O)N(C)CC1=CC=C(C=C1)OC